2-((cis)-3-hydroxy-3-methylcyclobutyl)-4-(trifluoromethyl)-2H-indazol-6-ol OC1(CC(C1)N1N=C2C=C(C=C(C2=C1)C(F)(F)F)O)C